2-(((1,2,4-oxadiazol-3-yl)methyl)sulfonyl)-1-(4-(5-(chlorodifluoromethyl)-1,2,4-oxadiazol-3-yl)phenyl)ethan-1-one O1N=C(N=C1)CS(=O)(=O)CC(=O)C1=CC=C(C=C1)C1=NOC(=N1)C(F)(F)Cl